2-((((9H-fluoren-9-yl)methoxy)carbonyl)amino)-3-(6-(4-(tert-butoxycarbonyl)phenyl)pyridin-3-yl)propanoic acid C1=CC=CC=2C3=CC=CC=C3C(C12)COC(=O)NC(C(=O)O)CC=1C=NC(=CC1)C1=CC=C(C=C1)C(=O)OC(C)(C)C